FC(C(=C(C(C(F)(F)F)(C(F)(F)F)F)F)F)(F)F perfluoro(4-methyl-2-pentene)